3-(3-bromo-2-iodophenoxy)-5-trifluoromethylbenzyl cyanide BrC=1C(=C(OC=2C=C(CC#N)C=C(C2)C(F)(F)F)C=CC1)I